4-Iodo-5-methoxy-1H-pyrazole-1-carboxylic acid tert-butyl ester C(C)(C)(C)OC(=O)N1N=CC(=C1OC)I